2-Chloro-N-cyclohexylpyrido[3,2-d]pyrimidin-4-amine ClC=1N=C(C2=C(N1)C=CC=N2)NC2CCCCC2